5-Amino-3-(4-(2-((3-(tert-butyl)isothiazol-5-yl)amino)-2-oxoethyl)phenyl)-1-isopropyl-1H-pyrazole-4-carboxamide NC1=C(C(=NN1C(C)C)C1=CC=C(C=C1)CC(=O)NC1=CC(=NS1)C(C)(C)C)C(=O)N